FC1(CC2(C1)CC(C2)N2N=C(C1=C2[C@H]([C@@H]([C@H]1O)F)F)C(F)(F)F)F (4S,5R,6R)-1-(2,2-difluorospiro[3.3]heptan-6-yl)-5,6-difluoro-3-(trifluoromethyl)-5,6-dihydro-4H-cyclopenta[c]pyrazol-4-ol